FC1=C(C=CC(=C1)OC)C1=C(C2=C(CCC1)C=C(C=C2)O)C2=CC=C(C=C2)O[C@@H]2CN(CC2)CCCF 6-(2-fluoro-4-methoxy-phenyl)-5-[4-[(3S)-1-(3-fluoropropyl)pyrrolidin-3-yl]oxyphenyl]-8,9-dihydro-7H-benzo[7]annulen-2-ol